S1C(=CC=C1)C1=CC=NN1 5-(thiophenyl)pyrazole